BrC1=CC(=C2C(=CNC2=C1)C=O)OC 6-BROMO-4-METHOXYINDOLE-3-CARBOXALDEHYDE